ClC=1C(=C(C=CC1)[C@H](C(F)(F)F)NC=1C2=C(N=CN1)C=CC(=N2)O[C@@H]2CNCC2)F N-((R)-1-(3-chloro-2-fluorophenyl)-2,2,2-trifluoroethyl)-6-((S)-pyrrolidin-3-yloxy)pyrido[3,2-d]pyrimidin-4-amine